Di-(trimethylolpropan) tetraacrylat C(C=C)(=O)O.C(C=C)(=O)O.C(C=C)(=O)O.C(C=C)(=O)O.C(O)C(CC)(CO)CO.C(O)C(CC)(CO)CO